CC1(C(C(=CC2(CN(CCO2)C=2C=NC=NC2)C1)C#N)=O)C 10,10-dimethyl-9-oxo-4-(pyrimidin-5-yl)-1-oxa-4-azaspiro[5.5]undec-7-ene-8-carbonitrile